(R)-3-(ethoxymethoxy)-4-(4-cyclobutyl-6-((1-methylpiperidin-3-yl)amino)pyridazin-3-yl)benzaldehyde C(C)OCOC=1C=C(C=O)C=CC1C=1N=NC(=CC1C1CCC1)N[C@H]1CN(CCC1)C